3-(3-(2-(5-((4,6-difluoro-1H-indol-5-yl)oxy)-2-fluorophenyl)-1H-imidazole-4-carbonyl)-5-fluorophenyl)propanoic acid FC1=C2C=CNC2=CC(=C1OC=1C=CC(=C(C1)C=1NC=C(N1)C(=O)C=1C=C(C=C(C1)F)CCC(=O)O)F)F